FC(C(C(F)(F)F)(C(F)(F)F)O[C@@H]1C[C@]2(CCC(N2C1)=O)C(=O)OCC)(F)F (2R,7aR)-ethyl 2-((1,1,1,3,3,3-hexafluoro-2-(trifluoromethyl)propan-2-yl)oxy)-5-oxohexahydro-1H-pyrrolizine-7a-carboxylate